C(C)(=O)OC[C@H](C=C)N(C(=O)OC(C)(C)C)N1C(=C(C(C(=C1)C(NCC1=C(C=C(C=C1)F)F)=O)=O)OCC1=CC=CC=C1)C(N[C@@H](C)C=C)=O (S)-2-((3-(benzyloxy)-2-(((S)-but-3-en-2-yl)carbamoyl)-5-((2,4-difluorobenzyl)carbamoyl)-4-oxopyridin-1(4H)-yl)(tert-butoxycarbonyl)amino)but-3-en-1-yl acetate